C1(CCCCCC1)C1=NN2C(N(C(=C(C2=O)N2CCN(CC2)C(C2=C(C=CC=C2)O)=O)CC)CC(=O)NC2=CC=C(C=C2)C(F)(F)F)=N1 2-(2-Cycloheptyl-5-ethyl-6-(4-(2-hydroxybenzoyl)piperazin-1-yl)-7-oxo-[1,2,4]triazolo[1,5-a]pyrimidin-4(7H)-yl)-N-(4-(trifluoromethyl)phenyl)acetamide